2,6-difluoro-4-(1-hydroxyethyl)-N,N-dimethylbenzamide FC1=C(C(=O)N(C)C)C(=CC(=C1)C(C)O)F